NC1=NN2C(C=CC(=C2)C=2C(=C(C(=CC2)Cl)NC(=O)N2OCC[C@H]2C2=CC=CC=C2)F)=N1 (S)-N-(3-(2-amino-[1,2,4]triazolo[1,5-a]pyridin-6-yl)-6-chloro-2-fluorophenyl)-3-phenylisoxazolidine-2-carboxamide